N3,N3,N7,N7,5,5-Hexamethyl-10-propyliden-5,10-dihydrodibenzo[b,e]silin-3,7-diamin CN(C=1C=CC2=C([Si](C3=C(C2=CCC)C=CC(=C3)N(C)C)(C)C)C1)C